1-{[1-(4-chloro-3-fluorophenyl)-3-methyl-1H-1,2,4-triazol-5-yl]methyl}-3-[(1-{imidazo[1,2-a]pyridin-7-yl}-1H-1,2,4-triazol-5-yl)methyl]urea ClC1=C(C=C(C=C1)N1N=C(N=C1CNC(=O)NCC1=NC=NN1C1=CC=2N(C=C1)C=CN2)C)F